ClC=1C(=CC(=NC1)NC(N[C@H]1C[C@H](CCC1)C(=O)O)=O)C1=C2N(N=C1)CC(C2)(C)C (1S,3R)-3-(3-(5-chloro-4-(5,5-dimethyl-5,6-dihydro-4H-pyrrolo[1,2-b]pyrazol-3-yl)pyridin-2-yl)ureido)cyclohexane-1-carboxylic acid